ClC1=CC(=NC=C1)C(C(C)(C)OC)=O 1-(4-chloropyridin-2-yl)-2-methoxy-2-methylpropan-1-one